N[C@H](C(=O)OCC)[C@H](OCC)C=1SC=C(N1)Br ethyl (2s,3s)-2-amino-3-(4-bromo-1,3-thiazol-2-yl)-3-ethoxypropionate